C[C@@H](CCCC(C)C)[C@@H]1CC[C@]2([C@]1(CC[C@H]3[C@H]2CC=C4[C@@]3([C@@H](CC(=O)C4(C)C)O)C)C)C The molecule is a tirucallane triterpenoid that is (13alpha,14beta,17alpha,20S)-lanost-5-ene substituted by an oxo group at position 3 and a beta-hydroxy group at position 1. It has a role as a plant metabolite. It is a cyclic terpene ketone, a secondary alcohol, a tirucallane triterpenoid and a 3-oxo-Delta(5)-steroid.